3-octyloxyethyleneoxide CCC(CCCCC)OC1CO1